C(C)ON(C(C(C)(C)C)=O)[Sn]N(C(C(C)(C)C)=O)OCC bis(N-ethoxy-2,2-dimethylpropanamido)tin